methyl 2-(1-tert-butoxycarbonyl-3,6-dihydro-2H-pyridin-5-yl)-7-(6-ethyl-2-methyl-3-pyridyl)-1H-indole-5-carboxylate C(C)(C)(C)OC(=O)N1CCC=C(C1)C=1NC2=C(C=C(C=C2C1)C(=O)OC)C=1C(=NC(=CC1)CC)C